(1-propylpentyl)(1-heptylnonyl)phosphinic acid C(CC)C(CCCC)P(O)(=O)C(CCCCCCCC)CCCCCCC